ClC1=CN(C=2N=C(N=C(C21)N[C@@H]2CC[C@@H](N(C2)C(=O)OCC2=CC=CC=C2)C)NC=2C=NN(C2)C)COCC[Si](C)(C)C (2S,5R)-benzyl 5-((5-chloro-2-((1-methyl-1H-pyrazol-4-yl)amino)-7-((2-(triMethylsilyl)ethoxy)methyl)-7H-pyrrolo[2,3-d]pyrimidin-4-yl)amino)-2-methylpiperidine-1-carboxylate